C(C1=CC=CC=C1)OC1=CC=C(C=C1)C1=CN=C(S1)NC(=O)C1N2C=CC=C2C(CC1)=O N-[5-(4-benzyloxyphenyl)thiazol-2-yl]-8-oxo-6,7-dihydro-5H-indolizine-5-carboxamide